C(C1=CC=CC=C1)OC(CCN1N=NC2=C1C=CC(=C2C)/C=C/C(=O)OCC)=O ethyl (2E)-3-{1-[3-(benzyloxy)-3-oxopropyl]-4-methyl-1H-benzotriazol-5-yl}prop-2-enoate